C(C)(=O)C1=CC=C(C=C1)NC(=S)NC1=CC=C(C=C1)C=1SC2=C(N1)C=CC=C2 1-(4-acetylphenyl)-3-[4-(1,3-benzothiazol-2-yl)phenyl]thiourea